[Cl-].C(C)(C)C1=C(C(=CC=C1)C(C)C)[N+]1=CN2C(C=CC=C2C2=C(C=CC=C2)C(C)C)=C1 2-(2,6-diisopropylphenyl)-5-(2-isopropylphenyl)imidazo[1,5-a]pyridin-2-ium chloride